(4-isopropylphenyl)boric acid C(C)(C)C1=CC=C(C=C1)OB(O)O